4-chloro-3-(5,7-difluoro-4-oxo-6-(5-(trifluoromethyl)pyridin-2-yl)-1,4-dihydroquinolin-2-yl)benzonitrile ClC1=C(C=C(C#N)C=C1)C=1NC2=CC(=C(C(=C2C(C1)=O)F)C1=NC=C(C=C1)C(F)(F)F)F